(S)-6-(1-(2,3-dihydroxy-propyl)-4-(4-fluorophenyl)-1H-imidazol-5-yl)imidazo[1,2-a]pyridine-3-carboxamide O[C@@H](CN1C=NC(=C1C=1C=CC=2N(C1)C(=CN2)C(=O)N)C2=CC=C(C=C2)F)CO